[Si](C)(C)(C(C)(C)C)OCCOCCCC(=O)OC methyl 4-[2-[tert-butyl (dimethyl) silyl]oxyethoxy]butanoate